(Z)-2-phenethylthiazole-4-carbaldehyde oxime hydrochloride Cl.C(CC1=CC=CC=C1)C=1SC=C(N1)\C=N/O